C(CC\C=C/CC=CCC=CCC=CCC=CCC=CCC)(=O)[O-] (Z)-4,7,10,13,16,19-docosahexaenoate